C1(=CC=C(C=C1)SCCCCC(C(=O)O)=C)C1=CC=CC=C1 4-([1,1'-biphenyl]-4-ylthio)butylacrylic acid